FC=1C=C(C(=NC1)C)S(=O)(=O)N 5-fluoro-2-methylpyridine-3-sulfonamide